CC1=NC(=NN1C=1C=C2C=CN(C2=CC1)CC1=CC=C(C=C1)C1C[C@@H]2[C@@H](CN(C2)C)C1)C(=O)N 5-Methyl-1-(1-(4-((3aR,6aS)-2-methyloctahydrocyclopenta[c]pyrrol-5-yl)benzyl)-1H-indol-5-yl)-1H-1,2,4-triazol-3-carboxamid